NC1=NC=C(C=2C1=CNN2)NC(=O)C(=O)N(C)C(C)C2=C(C=C(C=C2)C(F)(F)F)C(F)(F)F N-(4-Amino-2H-pyrazolo[4,3-c]pyridin-7-yl)-N'-[1-[2,4-bis(trifluoromethyl)phenyl]ethyl]-N'-methyl-oxamide